9,9-diheptyloxy-2-acetyloxynonane C(CCCCCC)OC(CCCCCCC(C)OC(C)=O)OCCCCCCC